2-[[8-chloro-7-fluoro-6-(4-methylpyridin-3-yl)isoquinolin-3-yl]carbamoyl]-3-(hydroxymethyl)cyclopropane-1-carboxylic acid ethyl ester C(C)OC(=O)C1C(C1CO)C(NC=1N=CC2=C(C(=C(C=C2C1)C=1C=NC=CC1C)F)Cl)=O